C[Si](C1CCC2CC=CC=C12)(C1CCC2CC=CC=C12)C dimethyl-bis(tetrahydroinden-1-yl)silane